CC=1N=C(N(C1)C(=O)NCCCC(F)(F)F)OC1=CC=CC=C1 4-Methyl-2-phenoxy-N-(4,4,4-trifluorobutyl)-1H-imidazole-1-carboxamide